C(=O)(OC(C)(C)C)N1C[C@H](CC1)O N-Boc-(S)-3-hydroxy-pyrrolidine